ClC=1C=C(C=CC1Cl)C1=CC=C(C=C1)OC=1N=NNC1C(=O)O 4-((3',4'-dichloro-[1,1'-biphenyl]-4-yl)oxy)-1H-1,2,3-triazole-5-carboxylic acid